ClC1=CC=2C=C3N(C(=NN(C3=O)CC(=O)OCC)C(C)C)C2S1 ethyl 2-(2-chloro-8-isopropyl-5-oxothieno[3',2':4,5]pyrrolo[1,2-d][1,2,4]triazin-6(5H)-yl)acetate